5-(4-(5-methyl-7H-pyrrolo[2,3-d]pyrimidin-4-yl)-3,4-dihydro-2H-1,4-thiazin-6-yl)oxazole CC1=CNC=2N=CN=C(C21)N2CCSC(=C2)C2=CN=CO2